ClC1=C(C=C(C=C1)NC(C)C=1N=NN(C1)C1=CC=C(C(=O)N[C@@H](C)C(=O)O)C=C1)C (4-(4-(1-((4-chloro-3-methylphenyl)amino)ethyl)-1H-1,2,3-triazol-1-yl)benzoyl)-L-alanine